(2R,5R)-1-(2-(1,3-dioxolan-2-yl)phenyl)-2,5-diethylphospholane O1C(OCC1)C1=C(C=CC=C1)P1[C@@H](CC[C@H]1CC)CC